C(C=C)(=O)N1C[C@@H](N(C[C@H]1C)C1=NC(N2C3=C(C(=C(C=C13)Cl)C1=C(C=C(C=C1)F)F)OC[C@@H]2CN2CCC2)=O)C (3S)-7-((2S,5R)-4-acryloyl-2,5-dimethylpiperazin-1-yl)-3-(azetidin-1-ylmethyl)-9-chloro-10-(2,4-difluorophenyl)-2H-[1,4]oxazino[2,3,4-ij]quinazolin-5(3H)-one